4-bromo-3'-chloro-1,1'-biphenyl BrC1=CC=C(C=C1)C1=CC(=CC=C1)Cl